tert-butyl 4-(5-(1-methoxy-3-methyl-1-oxobutan-2-yl)isoxazol-3-yl)piperazine-1-carboxylate COC(C(C(C)C)C1=CC(=NO1)N1CCN(CC1)C(=O)OC(C)(C)C)=O